[Mg].[Br] bromine magnesium salt